N[C@@H](CC(=O)[O-])C(=O)OC(CCCCCCCCCCC)=O.[Na+].[Na+].C(CCCCCCCCCCC)(=O)OC([C@@H](N)CC(=O)[O-])=O di-sodium lauroyl aspartate